Cl.C(C)C=1C=C2C(=NC1)OCC[C@@H]2N (S)-6-ethyl-3,4-dihydro-2H-pyrano[2,3-b]pyridin-4-amine hydrochloride salt